[OH-].[OH-].[NH4+].OC(C(=O)[O-])C.OC(C(=O)[O-])C.[Ti+3] titanium bis(2-hydroxypropionate) ammonium dihydroxide